C1(CC1)C=1C=C2C=C(C=NC2=CC1)NC1=NC(=NC=C1)NC1=CC(=C(C=C1)OCCCN1CCCCC1)OC 4-(6-cyclopropyl-3-quinolylamino)-2-[3-methoxy-4-(3-piperidinopropoxy)phenylamino]pyrimidine